1-[(4-Methyl-quinazoline-2-yl)methyl]-3-methyl-7-(2-butyne-1-yl)-8-(3-(R)-amino-piperidine-1-yl)-xanthine CC1=NC(=NC2=CC=CC=C12)CN1C(=O)N(C=2N=C(N(C2C1=O)CC#CC)N1C[C@@H](CCC1)N)C